7-fluoro-N-[3-(5-methoxy-2H-pyrazolo[4,3-b]pyridin-2-yl)bicyclo[1.1.1]pentan-1-yl]-6-(trifluoromethyl)-3,4-dihydro-2H-1,4-benzoxazine-2-carboxamide FC1=CC2=C(NCC(O2)C(=O)NC23CC(C2)(C3)N3N=C2C(N=C(C=C2)OC)=C3)C=C1C(F)(F)F